C(C1=CC=CC=C1)NC(=O)C12N(CC3C(C1N(CC2C3)CC(C)C)CC3=CC=CC=C3)CC N,7-dibenzyl-4-ethyl-1-isobutyloctahydro-3aH-3,6-methanopyrrolo[3,2-b]pyridine-3a-carboxamide